FC(C=1N=C2N(C=C(C=C2C(C)O)C(=O)OC)C1)F methyl 2-(difluoromethyl)-8-(1-hydroxyethyl)imidazo[1,2-a]pyridine-6-carboxylate